FC1=C(C(=CC=C1)F)C1C=2N(C3=C(C=N1)C=CC=C3)C(=NN2)C 2,6-difluorophenyl-1-methyl-4H-[1,2,4]triazolo[4,3-a][1,4]benzodiazepine